ClC1=C(C=C(C=C1)Cl)C1=NC(=NC=C1)C(=O)NC1=C(C=C(C=C1C)CN(C)CCO)C 4-(2,5-dichlorophenyl)-N-(4-(((2-hydroxyethyl)(methyl)amino)methyl)-2,6-dimethylphenyl)pyrimidine-2-carboxamide